BrC=1C=NN(C1)[C@@H]1C[C@H](N(CC1)CC1=C2C=CNC2=C(C=C1OC)C)C1=C(C(=O)O)C=CC=C1 (2S,4S)-(4-(4-bromo-1H-pyrazol-1-yl)-1-((5-methoxy-7-methyl-1H-indol-4-yl)methyl)piperidin-2-yl)benzoic acid